Dodecanylamino-pregn-5-en C(CCCCCCCCCCC)NCC[C@H]1CC[C@H]2[C@@H]3CC=C4CCCC[C@]4(C)[C@H]3CC[C@]12C